methyl (1R,3S)-1-((2'-(benzyloxy)-6-fluoro-[1,1'-biphenyl]-3-yl)methyl)-3-((N-methylsulfamoyl)amino)cyclopentane-1-carboxylate C(C1=CC=CC=C1)OC1=C(C=CC=C1)C1=CC(=CC=C1F)C[C@]1(C[C@H](CC1)NS(NC)(=O)=O)C(=O)OC